FC1=C(C(=CC=C1)[C@@H](C)O)C=1C(=C(N=C2[C@H]3C([C@@H](CC12)C3)(C)C)N3CC1(CN(C1)C(C=C)=O)CC3)C#N (1R,9R)-6-(2-fluoro-6-((1R)-1-hydroxyethyl)phenyl)-10,10-dimethyl-4-(2-(2-propenoyl)-2,6-diazaspiro[3.4]octan-6-yl)-3-azatricyclo[7.1.1.02,7]undeca-2,4,6-triene-5-carbonitrile